ClC=1C=C(C=CC1)[C@@H]1[C@H](C1)C(=O)NC1=NC=NC(=C1)NCC=1N=C2N(C=C(C=C2N2C(C[C@H](C2)O)=O)C2CC2)C1 |&1:7,8| rac-(1S*,2S*)-2-(3-chlorophenyl)-N-(6-(((6-cyclopropyl-8-((R)-4-hydroxy-2-oxopyrrolidin-1-yl)imidazo[1,2-a]pyridin-2-yl)methyl)amino)pyrimidin-4-yl)cyclopropane-1-carboxamide